NC(COC=1C=C(C=CC1C#N)C=1C=NN2C1N=CC(=C2)C=2C=NN(C2)CC(=O)NCCOC)C2=CC=CC=C2 2-(4-{3-[3-(2-amino-2-phenylethoxy)-4-cyanophenyl]pyrazolo[1,5-a]pyrimidin-6-yl}-1H-pyrazol-1-yl)-N-(2-methoxyethyl)acetamide